NC(C[C@@H](C#CC1=NC=CC(=C1)C)NC(=O)[C@H]1N(CCC1)C(=O)C1(CC1)C1=CC=C(C=C1)OC(F)(F)F)=O (2S)-N-[(1S)-1-(2-Amino-2-oxo-ethyl)-3-(4-methyl-2-pyridyl)prop-2-ynyl]-1-[1-[4-(trifluoromethoxy)phenyl]cyclopropanecarbonyl]pyrrolidine-2-carboxamide